(R)-alpha-fluoro-4-fluorophenetol F[C@@H](OC1=CC=C(C=C1)F)C